CC1=CC=C(C(=O)OC2=CC(=CC(=C2)C=NC(C(=O)OC)CC2=CC=C(C=C2)O)Br)C=C1 3-bromo-5-((3-(4-hydroxyphenyl)-1-methoxy-1-oxopropan-2-ylimino)methyl)phenyl 4-methylbenzoate